(E)-3-(4-pyrazolyl)-2-butenoic acid N1N=CC(=C1)/C(=C/C(=O)O)/C